CC(CCC=C)CCCCCCCCCCCC 5-Methyl-8-cis-heptadecene